C1(=CC=C(C=C1)CNS(=O)(=O)C1=C(C=C(C(=C1)F)F)F)C1=CC=CC=C1 N-([1,1'-biphenyl]-4-ylmethyl)-2,4,5-trifluorobenzenesulfonamide